5-(2-{2-[N-({[1,1'-Biphenyl]-4-yl}methyl)formamido]phenyl}ethynyl)-4-methoxy-pyridin C1(=CC=C(C=C1)CN(C=O)C1=C(C=CC=C1)C#CC=1C(=CC=NC1)OC)C1=CC=CC=C1